C(C(C)C)OC(=O)C=1C2=C(C=CC=3C=4C=CC(=C5C(=CC=C(C(=CC1)C23)C54)C(=O)OCC(C)C)I)I 3,10-diiodoperylene-4,9-dicarboxylic acid diisobutyl ester